6-chloro-N-(6-fluoro-5-methylpyridin-3-yl)-5-(2-((3-hydroxy-2,2-dimethylpropyl)amino)-2-oxoacetyl)-2,3-dihydro-1H-pyrrolizine-7-carboxamide ClC1=C(N2CCCC2=C1C(=O)NC=1C=NC(=C(C1)C)F)C(C(=O)NCC(CO)(C)C)=O